FC(C=1N=C(SC1)C(C)O)(F)F (4-(trifluoromethyl)thiazol-2-yl)ethanol